C1(CCCCC1)C(=O)NC(=O)[C@H]1CC12CCN(CC2)C(=O)[O-] (S)-1-((cyclohexanecarbonyl)carbamoyl)-6-azaspiro[2.5]octane-6-carboxylate